6-(((1-methylpiperidin-4-yl)oxy)methyl)-4-propoxy-3-(pyridin-4-yl)-1-((2-(trimethylsilyl)ethoxy)methyl)-1H-pyrrolo[2,3-b]pyridine CN1CCC(CC1)OCC1=CC(=C2C(=N1)N(C=C2C2=CC=NC=C2)COCC[Si](C)(C)C)OCCC